C(C=C)N1N(C2=NC(=NC=C2C1=O)SC)C1=CC=CC(=N1)C(=O)N(C)CCC=C 6-(2-allyl-6-(methylsulfanyl)-3-oxo-2,3-dihydro-1H-pyrazolo[3,4-d]pyrimidin-1-yl)-N-(3-buten-1-yl)-N-methylpyridinamide